N-methyl-6-[5-(6-methyl-2-pyridyl)-1H-pyrazol-4-yl]-1,5-naphthyridine-3-carboxamide CNC(=O)C=1C=NC2=CC=C(N=C2C1)C=1C=NNC1C1=NC(=CC=C1)C